methyl 2-(3-cyclopentyl-1H-pyrazol-1-yl)propanoate C1(CCCC1)C1=NN(C=C1)C(C(=O)OC)C